The molecule is a 1-acyl-sn-glycerophosphoserine compound having an oleoyl substituent at the 1-hydroxy position. It derives from a glycerol. It is a conjugate acid of a 1-oleoyl-sn-glycero-3-phosphoserine(1-). CCCCCCCC/C=C\\CCCCCCCC(=O)OC[C@H](COP(=O)(O)OC[C@@H](C(=O)O)N)O